Cl.Cl.C(C)(C)(C)N[C@H]1CN(CC1)C=1N=NC(=CN1)C1=C(C=C(C=C1)C=1C(=NNC1)F)O 2-{3-[(3R)-3-(tert-butylamino)pyrrolidin-1-yl]-1,2,4-triazin-6-yl}-5-(3-fluoro-1H-pyrazol-4-yl)phenol dihydrochloride